ClC1=C(C=2N=C(N=C(C2C=N1)N1C[C@@H](N(CC1)C(=O)OC(C)(C)C)CC#N)SC)F tert-butyl (S)-4-(7-chloro-8-fluoro-2-(methylthio)pyridino[4,3-d]pyrimidin-4-yl)-2-(cyanomethyl)piperazine-1-carboxylate